C(#N)C1=CC(=NC=C1)[C@H](C)NC(=O)C=1C=NC2=C(N=C(C=C2C1N1CCN[C@H](CC1)C)C)C1CC1 N-[(S)-1-(4-cyano-2-pyridyl)ethyl]-4-[(S)-5-methyl-1,4-diazepan-1-yl]-8-cyclopropyl-6-methyl-1,7-diaza-3-naphthamide